COC1=C(C=C(C=C1)OC)NC(=O)N1C[C@@](CC1)(C=1SC=CN1)C1=CC(=C(C=C1)C)F (S)-N-(2,5-dimethoxyphenyl)-3-(3-fluoro-4-methylphenyl)-3-(thiazol-2-yl)pyrrolidine-1-carboxamide